O=C1C=CC=NN1 oxo-1,6-dihydropyridazine